3-[[1-(1,3-benzothiazol-2-yl)-2-(3-carbamimidoylphenyl)ethyl]sulfamoyl]-N-(3-methoxypropyl)benzamide S1C(=NC2=C1C=CC=C2)C(CC2=CC(=CC=C2)C(N)=N)NS(=O)(=O)C=2C=C(C(=O)NCCCOC)C=CC2